2,4-bis[(4-methoxyphenyl)methyl]-3,5-dioxo-1,2,4-triazine-6-carbaldehyde COC1=CC=C(C=C1)CN1N=C(C(N(C1=O)CC1=CC=C(C=C1)OC)=O)C=O